C(C)OC(C(F)(F)C=1C=NC(=NC1)Cl)=O.C(=C)OCCC1=CC=C(C=C)C=C1 p-{2-(vinyloxy)ethyl}styrene Ethyl-2-(2-chloropyrimidin-5-yl)-2,2-difluoroacetate